5-((2-methylpyridin-4-yl)amino)pyrazolo[1,5-a]pyrido[4,3-e]pyrimidine-2-carboxylic acid CC1=NC=CC(=C1)NC1=NC=2N(C3=C1C=CN=C3)N=C(C2)C(=O)O